4-(((2,5-bis(trifluoromethyl)pyrazolo[1,5-a]pyrimidin-7-yl)amino)methyl)-4-(4-fluorophenyl)-N-((1R,3R)-3-hydroxycyclopentyl)piperidine-1-carboxamide FC(C1=NN2C(N=C(C=C2NCC2(CCN(CC2)C(=O)N[C@H]2C[C@@H](CC2)O)C2=CC=C(C=C2)F)C(F)(F)F)=C1)(F)F